ClC=1C=CC(=C(C1)C1=NNC=C1C1=NC2=CC(=CN=C2C=C1)N1C2CN(CC2C1)C)F 2-[3-(5-chloro-2-fluoro-phenyl)-1H-pyrazol-4-yl]-7-(3-methyl-3,6-diazabicyclo[3.2.0]heptan-6-yl)-1,5-naphthyridine